FC(C=1C=C(\C=C/2\C(C=3C=CC(=CC3CC2)OCC(=O)NCC2=CC=C(C=C2)/C=C/C(=O)NOC2OCCCC2)=O)C=C(C1)C(F)(F)F)(F)F ((E)-3-(4-((2-((6-((E)-3,5-bis(trifluoromethyl)benzylidene)-5-oxo-5,6,7,8-tetrahydronaphthalen-2-yl)oxy)acetamido)methyl)phenyl)-N-((tetrahydro-2H-pyran-2-yl)oxy)acrylamide)